5-[(4R,9aR)-8-[5-[(1S,4S)-2,5-diazabicyclo[2.2.1]heptan-2-yl]-3-methyl-2-pyridyl]-4-methyl-3,4,6,7,9,9a-hexahydro-1H-pyrazino[1,2-a]pyrazin-2-yl]-2-deuterio-quinoline-8-carbonitrile [C@@H]12N(C[C@@H](NC1)C2)C=2C=C(C(=NC2)N2C[C@@H]1N([C@@H](CN(C1)C1=C3C=CC(=NC3=C(C=C1)C#N)[2H])C)CC2)C